FC(C(=O)O)(F)F.C(C)(=O)NC1CCC(CC1)NCC(C1=CC=CC=C1)C=1C(=CC(=C(C1)C=1C(=CC=C(C1F)OCCOC)C(=O)N)Cl)F 5'-(2-(((1r,4r)-4-Acetamidocyclohexyl)amino)-1-phenylethyl)-2'-chloro-4',6-difluoro-5-(2-methoxyethoxy)-[1,1'-biphenyl]-2-carboxamide trifluoroacetate